N1=BN=CN=C1 [1,3,5,2]triazaborinine